6-(4-aminophenyl)-5-{3-fluoro-4-[(4-methylpyrimidin-2-yl)oxy]phenyl}-7-(prop-1-en-2-yl)-5H-pyrrolo[3,2-d]pyrimidin-4-amine NC1=CC=C(C=C1)C1=C(C=2N=CN=C(C2N1C1=CC(=C(C=C1)OC1=NC=CC(=N1)C)F)N)C(=C)C